tert-butyl 2-((4-(2-(5-chloropyridin-2-yl)-2-(trifluoromethyl)-2,3-dihydrobenzo[d]oxazol-7-yl) piperidin-1-yl) methyl)-1-(((S)-oxetan-2-yl) methyl)-1H-benzo[d]imidazole-6-carboxylate ClC=1C=CC(=NC1)C1(OC2=C(N1)C=CC=C2C2CCN(CC2)CC2=NC1=C(N2C[C@H]2OCC2)C=C(C=C1)C(=O)OC(C)(C)C)C(F)(F)F